2-chloro-4-(2-fluoro-4-methylphenyl)-6,7-dimethylpteridine ClC1=NC2=NC(=C(N=C2C(=N1)C1=C(C=C(C=C1)C)F)C)C